Cl.N[C@H](C(=O)NC1CCC2=C(NC1=O)C=CC=C2)C (2S)-2-amino-N-(2-oxo-2,3,4,5-tetrahydro-1H-benzo[b]azepin-3-yl)propanamide hydrochloride